ClC1=NC=CC2=C1C=CN2S(=O)(=O)C2=CC=C(C=C2)C 4-chloro-1-(4-methylbenzenesulfonyl)-1H-pyrrolo[3,2-c]pyridine